(2S)-4-(2-chloro-6-((1-(methoxycarbonyl)-5-methyl-1,2,3,4-Tetrahydronaphthalen-1-yl)methyl)-5-nitropyrimidin-4-yl)-2-(cyanomethyl)piperazine-1-carboxylate ClC1=NC(=C(C(=N1)N1C[C@@H](N(CC1)C(=O)[O-])CC#N)[N+](=O)[O-])CC1(CCCC2=C(C=CC=C12)C)C(=O)OC